CO[Si](CCNC1=NC(=NC(=N1)N)N)(OC)OC N-(2-trimethoxysilyl-ethyl)-[1,3,5]triazine-2,4,6-triamine